CC1=C(OC=2C(=CC(N(C2)C2COC2)=O)C=2C3=C(C(N(C2)C)=O)N(C(=C3)C=3C(=NN(C3)C(C)C)C)S(=O)(=O)C3=CC=C(C)C=C3)C(=CC=C1)C 4-(5-(2,6-dimethylphenoxy)-1-(oxetan-3-yl)-2-oxo-1,2-dihydropyridin-4-yl)-2-(1-isopropyl-3-methyl-1H-pyrazol-4-yl)-6-methyl-1-tosyl-1,6-dihydro-7H-pyrrolo[2,3-c]pyridin-7-one